BrC1=CC2=C(N=CS2)C=C1NC1=CC=C(C=C1)F 6-bromo-N-(4-fluorophenyl)-1,3-benzothiazol-5-amine